OCCC1CCN(CC1)C1=C2CCCN(C2=CC=C1)C1C(NC(CC1)=O)=O 3-[5-[4-(2-hydroxyethyl)-1-piperidinyl]-3,4-dihydro-2H-quinolin-1-yl]piperidine-2,6-dione